(Z)-2,3-dimethyl-3-heptene CC(C)\C(=C/CCC)\C